CC1=NC(=CC2=C1N=C(O2)C2=CC(=C1C=C(N=NC1=C2)C2CCN(CC2)CC)F)C 7-(4,6-dimethyl[1,3]oxazolo[4,5-c]pyridin-2-yl)-3-(1-ethylpiperidin-4-yl)-5-fluorocinnoline